(N,N-diisopropylaminopropyl)trimethoxysilane C(C)(C)N(C(C)C)CCC[Si](OC)(OC)OC